C1(CC1)N1C(CN(CC1)C1CCN(CC1)C1=C(C=C(C(=C1)OC)NC1=NC=NC(=C1)N1OCC[C@@H]1C1=CC(=CC(=C1)F)F)NC(C=C)=O)(C)C N-(2-(4-(4-cyclopropyl-3,3-dimethylpiperazine-1-yl)piperidine-1-yl)-5-((6-((R)-3-(3,5-difluorophenyl)isoxazolidine-2-yl)pyrimidine-4-yl)amino)-4-methoxyphenyl)acrylamide